Methyl (S)-3-((2S,4r)-2'-(2,2-difluoroethyl)-2-methyl-4',5'-dihydrospiro[piperidine-4,7'-thieno[2,3-c]pyran]-1-yl)-2-hydroxypropionate FC(CC1=CC2=C([C@]3(OCC2)C[C@@H](N(CC3)C[C@@H](C(=O)OC)O)C)S1)F